C(C)S(=O)(=O)C1=C(N=C(N1C)C=1C=NC=NC1)N1CC=2C=C3C(=CC2C1=O)OC(O3)(F)F 6-(5-ethylsulfonyl-1-methyl-2-pyrimidin-5-yl-imidazol-4-yl)-2,2-difluoro-5H-[1,3]dioxolo[4,5-f]isoindol-7-one